(E)-N-(4-(N-(3-chlorobenzyl)sulfamoyl)phenyl)-3-(pyridin-4-yl)acrylamide ClC=1C=C(CNS(=O)(=O)C2=CC=C(C=C2)NC(\C=C\C2=CC=NC=C2)=O)C=CC1